O([Si]12OCCN(CCO1)CCO2)[Si]21OCCN(CCO2)CCO1 1,1'-oxybis(2,8,9-trioxa-5-aza-1-silabicyclo[3.3.3]undecane)